C1(CCC(CCC)O1)=S γ-thionoenantholactone